C(C)(C)(C)OC(=O)NCCOC1=CC=C(C[C@H](NC(=O)OCC2=CC=CC=3C4=CC=CC=C4CC23)C(=O)O)C=C1 O-[2-[[t-butoxycarbonyl]amino]ethyl]-N-[fluorenylmethoxycarbonyl]tyrosine